(3-(1-Adamantyl)-5-(tert-butyl)-2-((tetrahydro-2H-pyran-2-yl)oxy)phenyl)lithium C12(CC3CC(CC(C1)C3)C2)C=2C(=C(C=C(C2)C(C)(C)C)[Li])OC2OCCCC2